4-[[3-(3-Hydroxyphenyl)-5-propan-2-yloxyphenyl]methyl]piperazin OC=1C=C(C=CC1)C=1C=C(C=C(C1)OC(C)C)CN1CCNCC1